CNNC(CCCCCCNC(C1=CC=C(C=C1)CC1=CNC2=CC=C(C=C12)[N+](=O)[O-])=O)=O N-(7-(2-methylhydrazino)-7-oxoheptyl)-4-((5-nitro-1H-indol-3-yl)methyl)benzamide